5-fluoro-6-methoxy-N-((6-methoxy-1-methyl-1H-benzimidazol-7-yl)methyl)nicotinamide FC=1C(=NC=C(C(=O)NCC2=C(C=CC3=C2N(C=N3)C)OC)C1)OC